C1(=CC=CC=C1)C1=NC(=NO1)N/C(=C/C(C)=O)/C (3E)-4-[(5-phenyl-1,2,4-oxadiazol-3-yl)amino]pent-3-en-2-one